((S)-1-(2-methylpyrimidin-4-yl)pyrrolidin-3-yl)-4-azaspiro[2.5]octane-7-carboxamide CC1=NC=CC(=N1)N1C[C@@H](CC1)C1CC12NCCC(C2)C(=O)N